FC=1C=CC2=C(N=C(O2)N2C[C@H](N([C@H](C2)C)C(=O)OC2CC3(CN(C3)CC3=CC=CC=C3)C2)C)C1 2-benzyl-2-azaspiro[3.3]heptan-6-yl (2R,6S)-4-(5-fluoro-1,3-benzoxazol-2-yl)-2,6-dimethylpiperazine-1-carboxylate